calcium-magnesium-copper-cobalt [Co].[Cu].[Mg].[Ca]